C(C)(=O)N1CCN(CC1)C1=CC=C(C=C1)C=1C=C(SC1)CN1C(N(N=C1)CC(=C(F)F)CN)=O 4-[[4-[4-(4-acetylpiperazin-1-yl)phenyl]-2-thienyl]methyl]-2-[2-(aminomethyl)-3,3-difluoro-allyl]-1,2,4-triazol-3-one